FC(CC=1C(=NC(=NC1OC)N1C=C(C2=CC=CC(=C12)C1=NC=C2N1CCC2)S(=O)(=O)N)OC)F [5-(2,2-difluoroethyl)-4,6-dimethoxy-pyrimidin-2-yl]-7-(6,7-dihydro-5H-pyrrolo[1,2-c]imidazol-3-yl)-1H-indole-3-sulfonic acid amide